2-[(benzo[b]thiophen-3-ylmethyl)amino]acetic acid S1C2=C(C(=C1)CNCC(=O)O)C=CC=C2